FC1=C(C(=O)N2CC(C2)NCC2(CC2)C#N)C=C(C=C1)CC1=NNC(C2=CC=CC=C12)=O 1-(((1-(2-fluoro-5-((4-oxo-3,4-dihydrophthalazin-1-yl)methyl)benzoyl)azetidin-3-yl)amino)methyl)cyclopropanecarbonitrile